dihydrotetrazine C1=NNNN=C1